((1S,4S,6R)-6-((5-Chloropyrimidin-2-yl)amino)-2-azabicyclo[2.2.1]hept-2-yl)(2-(5-fluoropyrimidin-2-yl)phenyl)methanone ClC=1C=NC(=NC1)N[C@@H]1C[C@@H]2CN([C@H]1C2)C(=O)C2=C(C=CC=C2)C2=NC=C(C=N2)F